NC1=C(C=C(N=N1)C1=C(C=CC=C1)O)N1CC2CCC(C1)N2C2=CC(=NC=C2)C#CCN2CC1CCC(C2)C1 2-[6-amino-5-[8-[2-[3-(3-azabicyclo[3.2.1]oct-3-yl)prop-1-ynyl]-4-pyridinyl]-3,8-diazabicyclo[3.2.1]oct-3-yl]pyridazin-3-yl]phenol